1-(3-chloro-4-hydroxy-4,5,6,7-tetrahydropyrazolo[1,5-a]pyridin-2-yl)-5-methylamino-1H-pyrazole-4-carbonitrile ClC=1C(=NN2C1C(CCC2)O)N2N=CC(=C2NC)C#N